4-amino-N'-(3-methoxybicyclo[1.1.1]pentane-1-carbonyl)-N',1-dimethyl-N-[[5-(trifluoromethyl)-2-pyridyl]methyl]pyrazolo[4,3-c]quinoline-8-carbohydrazide NC1=NC=2C=CC(=CC2C2=C1C=NN2C)C(=O)N(N(C)C(=O)C21CC(C2)(C1)OC)CC1=NC=C(C=C1)C(F)(F)F